1-(4-((3-(5-methoxybenzo[d]thiazol-2-yl)pyridin-4-yl)amino)piperidin-1-yl)ethan-1-one COC=1C=CC2=C(N=C(S2)C=2C=NC=CC2NC2CCN(CC2)C(C)=O)C1